NC=1C(=CC2=C([C@@H]3CC4=C(CN3CC2)C(=C(C=C4)N)OC)C1)OC (S)-2,10-diamino-3,9-dimethoxy-6,8,13,13a-tetrahydro-5H-dibenzo[a,g]quinolizine